ClC1=CC=C(C(=C1C(=O)NC1=NNC(=C1)C)C)F 6-chloro-3-fluoro-2-methyl-N-(5-methyl-1H-pyrazol-3-yl)benzamide